C(=O)(OC(C)(C)C)N[C@@H](CC(N)=O)C(=O)O Boc-L-asparagine